C[Si](C=1C=C(C=CC1)[C@@H](C)N)(C)C (1R)-1-(3-Trimethylsilylphenyl)ethanamine